C(C)(C)(C)OC(=O)N1C=CC2=CC=C(C=C12)NC1=NC(=CC(=C1)Cl)C#N.C(#N)C1=CC(=CC(=N1)NC1=CC=C2C=CN(C2=C1)C(=O)OC(C)(C)C)N1CCC(CC1)OC tert-butyl 6-((6-cyano-4-(4-methoxypiperidin-1-yl)pyridin-2-yl)amino)-1H-indole-1-carboxylate tert-butyl-6-((4-chloro-6-cyanopyridin-2-yl)amino)-1H-indole-1-carboxylate